diphenyl-dimethylmethane C1(=CC=CC=C1)C(C)(C)C1=CC=CC=C1